FC12CC3(N(C=4N(C(N=C(C4)OCC4=C(C#N)C=CC=C4)=O)C3)C1)C2 (((7-fluoro-1-oxo-7,8-dihydro-1H,6H,9H-7,8a-methanopyrrolo[1',2':3,4]imidazo[1,2-c]pyrimidin-3-yl)oxy)methyl)benzonitrile